C(C)OC(=O)C=1N=C(SC1)N1N=C(C(=C1CC1CC1)CC1=CC(=C(C=C1)S(N(CC1=CC=C(C=C1)OC)CC1=CC=C(C=C1)OC)(=O)=O)F)C1=CC(=C(C=C1)F)Br 2-(4-(4-(N,N-bis(4-methoxybenzyl)sulfamoyl)-3-fluorobenzyl)-3-(3-bromo-4-fluorophenyl)-5-(cyclopropylmethyl)-1H-pyrazol-1-yl)thiazole-4-carboxylic acid ethyl ester